N-(3-((1R)-1-((2,8-dimethyl-6-(1-methylpiperidin-3-yl)-7-oxo-7,8-Dihydropyrido[2,3-d]pyrimidin-4-yl)amino)ethyl)-5-(trifluoromethyl)phenyl)acetamide CC=1N=C(C2=C(N1)N(C(C(=C2)C2CN(CCC2)C)=O)C)N[C@H](C)C=2C=C(C=C(C2)C(F)(F)F)NC(C)=O